C(#CC)C1=C2C=NN(C2=C(C=C1)C(=O)OC)CC1=CC=C(C=C1)C(F)(F)F methyl 4-(propan-1-yn-1-yl)-1-(4-(trifluoromethyl) benzyl)-1H-indazole-7-carboxylate